bis(triethoxysilylpropyl) oxide C(C)O[Si](OCC)(OCC)CCCOCCC[Si](OCC)(OCC)OCC